OC=1C=C2C(=NC1)N(N=C2C#N)COCC[Si](C)(C)C 5-hydroxy-1-((2-(trimethylsilyl)ethoxy)methyl)-1H-pyrazolo[3,4-b]pyridine-3-carbonitrile